[N+](=O)([O-])C(CSCC([N+](=O)[O-])(C1=CC=CC=C1)O)(O)C1=CC=CC=C1 nitrophenyl-β-hydroxyethyl sulfide